(hydroxymethyl) sulfate phosphate P(=O)(O)(O)O.S(=O)(=O)(OCO)O